N1(CCCC1)C(=O)[C@@H]1CC=C(CC1)B(O)O [(4S)-4-(pyrrolidine-1-carbonyl)cyclohex-1-en-1-yl]boronic acid